CCCCCC(C(C/C=C\\C/C=C\\C/C=C\\CCCC(=O)O)O)O The molecule is a DHET obtained by formal dihydroxylation across the 14,15-double bond of arachidonic acid. It has a role as a mouse metabolite. It is a DHET, a secondary allylic alcohol and a diol. It is a conjugate acid of a (5Z,8Z,11Z)-14,15-dihydroxyicosatrienoate.